methyl 5-bromo-2-(3,4-dichlorophenyl)-1-ethyl-6-methyl-4-oxo-pyridine-3-carboxylate BrC=1C(C(=C(N(C1C)CC)C1=CC(=C(C=C1)Cl)Cl)C(=O)OC)=O